tert-butyl (S,E)-(1-(methylamino)-1-oxo-5-(4-(trifluoromethyl)phenyl)pent-4-en-2-yl)carbamate CNC([C@H](C\C=C\C1=CC=C(C=C1)C(F)(F)F)NC(OC(C)(C)C)=O)=O